6-(2-(3-cyclohexyl-5-cyclopropylisoxazol-4-yl)-7-azaspiro[3.5]non-1-en-7-yl)-1-methyl-1H-indole-3-carboxylic acid C1(CCCCC1)C1=NOC(=C1C1=CC2(C1)CCN(CC2)C2=CC=C1C(=CN(C1=C2)C)C(=O)O)C2CC2